1,4-bis(4-1H-pyrazolyl)benzene N1N=CC(=C1)C1=CC=C(C=C1)C=1C=NNC1